tert-butyl 4-(5-(3'-chloro-5-fluoro-2-hydroxy-4'-(3-methyl-2-oxoimidazolidin-1-yl)-[1,1'-biphenyl]-3-yl)-2-(methoxymethyl)pyridin-3-yl)piperazine-1-carboxylate ClC=1C=C(C=CC1N1C(N(CC1)C)=O)C1=C(C(=CC(=C1)F)C=1C=C(C(=NC1)COC)N1CCN(CC1)C(=O)OC(C)(C)C)O